CC=1C(=NC=CC1)C1=NN=C(O1)NC1=NC=CC(=C1)C 5-(3-methyl-pyridin-2-yl)-N-(4-methylpyridin-2-yl)-1,3,4-oxadiazol-2-amine